CC1=CC=CC(=N1)C1=C(N=CN1)C=1C=C2C=C(C=NC2=CC1)C=1C=C(C(=O)O)C=CC1 3-[6-[5-(6-methyl-2-pyridyl)-1H-imidazol-4-yl]-3-quinolyl]benzoic acid